N-{(1S)-3-[3-(3-Isopropyl-5-methyl-4H-1,2,4-triazol-4-yl)-exo-8-azabicyclo[3.2.1]oct-8-yl]-1-phenylpropyl}4,4,4-trifluorobutanamide C(C)(C)C1=NN=C(N1C1CC2CCC(C1)N2CC[C@@H](C2=CC=CC=C2)NC(CCC(F)(F)F)=O)C